O1CCN(CC1)C1=CC(=NC=N1)N[C@H]1CN(CCC1)C1=CC=C(C=C1)[N+](=O)[O-] (R)-6-morpholino-N-(1-(4-nitrophenyl)piperidin-3-yl)pyrimidin-4-amine